ClC1=C(C#N)C=C(C=C1)C(=O)N1CC=2C(=NN3C2C(N(C[C@H]3C)[C@@H](C)C3=CC=C(C=C3)OC(F)F)=O)C[C@H]1C |o1:21,23| 2-Chloro-5-((3R,7R*)-9-((S*)-1-(4-(difluoromethoxy)phenyl)ethyl)-3,7-dimethyl-10-oxo-1,2,3,4,7,8,9,10-octahydropyrido[4',3':3,4]pyrazolo[1,5-a]pyrazine-2-carbonyl)benzonitrile